C(C)(=O)NC=1SC(=CN1)S(=O)(=O)Cl 2-(acetylamino)-1,3-thiazole-5-sulfonyl chloride